C[C@@H]1OCCOCCN2N=CC(C3=NN(C=4C=CC(OC1)=CC34)C3OCCCC3)=C2 (12S)-12-methyl-19-(oxan-2-yl)-8,11,14-trioxa-4,5,19,20-tetraazatetracyclo[13.5.2.12,5.018,21]tricosa-1(20),2(23),3,15(22),16,18(21)-hexaene